7-(hydroxymethyl)-5-methyl-4H,6H,7H-pyrazolo[1,5-a]pyrazin OCC1CN(CC=2N1N=CC2)C